4-((5-(1-Propenylpiperidin-4-yl)-1,5-dihydro-1,4,5,6,8-pentaaza-acenaphthylen-3-yl)amino)-N-cyclopropylbenzamide C(=CC)N1CCC(CC1)N1N=C(C2=CNC=3N=CN=C1C32)NC3=CC=C(C(=O)NC2CC2)C=C3